2,2,2-Trifluoroethyl (S)-2-amino-3-(4-chlorophenyl)propanoate hydrochloride Cl.N[C@H](C(=O)OCC(F)(F)F)CC1=CC=C(C=C1)Cl